C1=NC=CC2=CC=C(C=C12)N1C(NC2=C1C=CC=C2)=O 1-(isoquinolin-7-yl)-1H-benzo[d]imidazol-2(3H)-one